C(C1=CC=CC=C1)N1CCC(CC1)N1C(C2=C(CC1)C(=NN2)C(F)(F)F)=O 6-(1-benzylpiperidin-4-yl)-3-(trifluoromethyl)-5,6-dihydro-1H-pyrazolo[3,4-c]pyridin-7(4H)-one